C(C1=CC=CC=C1)OC(=O)NC(C(=O)[O-])CC1=C(C(=CC=C1)F)Br 2-(((benzyloxy)carbonyl)amino)-3-(2-bromo-3-fluorophenyl)propanoate